tert-butyl (3S,4R)-4-(((benzyloxy)carbonyl)amino)-3-(cyanomethyl)piperidine-1-carboxylate C(C1=CC=CC=C1)OC(=O)N[C@H]1[C@H](CN(CC1)C(=O)OC(C)(C)C)CC#N